tert-Butyl (2R,4S)-4-(benzyloxy)-2-((3-(cyclopentyloxy)-2-(methoxycarbonyl)phenoxy)methyl)pyrrolidine-1-carboxylate C(C1=CC=CC=C1)O[C@H]1C[C@@H](N(C1)C(=O)OC(C)(C)C)COC1=C(C(=CC=C1)OC1CCCC1)C(=O)OC